[3-(pyrazin-2-ylamino)-1-(2,2,2-trifluoro-ethyl)-1H-pyrazolo[4,3-c]pyridin-6-yl]-(4-hydroxy-4-methyl-piperidin-1-yl)-methanone N1=C(C=NC=C1)NC1=NN(C2=C1C=NC(=C2)C(=O)N2CCC(CC2)(C)O)CC(F)(F)F